C(C)(C)(C)OC(=O)N[C@H](CC1=CNC=N1)C(=O)O (t-butoxycarbonyl)-D-histidine